(S)-1'-(8-(2,3-dichloropyridin-4-yl)thio-[1,2,4]-triazolo[4,3-c]pyrimidin-5-yl)-5,7-dihydrospiro[cyclopenta[b]pyridine-6,4'-piperidine]-7-amine ClC1=NC=CC(=C1Cl)SC=1C=2N(C(=NC1)N1CCC3(CC1)CC=1C(=NC=CC1)[C@H]3N)C=NN2